(5-chloro-2-(4-fluoro-1H-pyrazol-1-yl)phenyl)cyclobutan-1-amine ClC=1C=CC(=C(C1)C1(CCC1)N)N1N=CC(=C1)F